ethyl 3-(4-(((tert-butoxycarbonyl)amino)methyl)-4-methylpiperidin-1-yl)-5-methylpyrazine-2-carboxylate C(C)(C)(C)OC(=O)NCC1(CCN(CC1)C=1C(=NC=C(N1)C)C(=O)OCC)C